FC(COC=1C=CC=2N(C1)N=CC2C(=O)NC2CC1(CC(C1)OC1=NN3C(C=CC=C3)=C1C(=O)N)C2)F 2-{[(4s)-6-[6-(2,2-difluoroethoxy)pyrazolo[1,5-a]pyridine-3-amido]spiro[3.3]heptan-2-yl]oxy}pyrazolo[1,5-a]pyridine-3-carboxamide